FC1=CC=C(CNS(=O)(=O)C2=CC=C(C=C2)NC(\C=C\C2=CC=NC=C2)=O)C=C1 (E)-N-(4-(N-(4-fluorobenzyl)sulfamoyl)phenyl)-3-(pyridin-4-yl)acrylamide